O=C1N(CCC(N1)=O)C1=CC=C(C=C1)CCCCN1CCN(CC1)C(=O)OC(C)(C)C tert-butyl 4-[4-[4-(2,4-dioxohexahydropyrimidin-1-yl)phenyl]butyl]piperazine-1-carboxylate